Di-tert-butyl (5-((3-oxo-1-phenyl-2,7,10-trioxa-4-azadodecan-12-yl)carbamoyl)-1,3-phenylene)dicarbamate O=C(OCC1=CC=CC=C1)NCCOCCOCCNC(=O)C=1C=C(C=C(C1)NC(OC(C)(C)C)=O)NC(OC(C)(C)C)=O